CN1N=CC2=C1N=CN(C2=O)NC2=C(C=C(C=C2)C)C 1-methyl-5-(2,4-dimethylphenylamino)-1,5-dihydro-4H-pyrazolo[3,4-d]pyrimidin-4-one